2-(3-Methyl-5-phenyl-1,2-pentadien-1-yl)thiophene CC(=C=CC=1SC=CC1)CCC1=CC=CC=C1